BrC1=CC2=C(C(N3[C@@H](CO2)CN(CC3)C(=O)OC(C)(C)C)=O)C=C1F Tert-butyl (12aR)-9-bromo-8-fluoro-6-oxo-3,4,12,12a-tetrahydro-6H-pyrazino[2,1-c][1,4]benzoxazepine-2(1H)-carboxylate